OC=1C=CC=C2NC=C(CCNC(C)C)C12 4-hydroxy-N-isopropyltryptamine